FC(C(=O)N(C)OC)(C)F 2,2-difluoro-N-methoxy-N-methyl-propionamide